iron(I) carbonate C([O-])([O-])=O.[Fe+].[Fe+]